[N+](=O)([O-])C=1C=C(C=CC1)C=1N=C(SC1)NS(=O)=O.[Na] sodium N-[4-(3-nitrophenyl)-1,3-thiazol-2-yl]sulfonamide